tert-butyl (S)-4-(7-(6-(bis(4-methoxybenzyl)amino)-3-(trifluoromethyl)pyridin-2-yl)-6-chloro-2-((1-methylpyrrolidin-2-yl)methoxy)quinazolin-4-yl)piperazine-1-carboxylate COC1=CC=C(CN(C2=CC=C(C(=N2)C2=C(C=C3C(=NC(=NC3=C2)OC[C@H]2N(CCC2)C)N2CCN(CC2)C(=O)OC(C)(C)C)Cl)C(F)(F)F)CC2=CC=C(C=C2)OC)C=C1